S(SC=1C(=NN(C1)C)C(F)F)C=1C(=NN(C1)C)C(F)F 4,4'-disulfanediylbis-[3-(difluoromethyl)-1-methyl-1H-pyrazole]